FC1=C(C=CC(=C1)I)NC(=O)N1CCN(CC1)C(=O)OC(C)(C)C tert-butyl 4-((2-fluoro-4-iodophenyl)carbamoyl)piperazine-1-carboxylate